ClC1=CC=C(C=C1)NC1=CC2=NC3=CC=CC=C3N(C2=CC1=N)C1=CC=C(C=C1)Cl N,5-bis(4-chlorophenyl)-3-imino-3,5-dihydrophenazin-2-amine